water nitrogen oxygen [O].[N].O